C(C)C=CC1=CC=CC=C1 β-ethylstyrene